COC=1N(C2=C(C=CC=C2C1)C)C(=O)[O-] methoxy-7-methyl-1H-indole-1-carboxylate